7-chloro-5-(2-chloro-1-((2-(trimethylsilyl)ethoxy)methyl)-1H-pyrrolo[2,3-b]pyridin-3-yl)-4-fluoro-1-((2-(trimethylsilyl)ethoxy)methyl)-1H-pyrrolo[2,3-c]pyridine ClC=1N=C(C(=C2C1N(C=C2)COCC[Si](C)(C)C)F)C2=C(N(C1=NC=CC=C12)COCC[Si](C)(C)C)Cl